FC(S(=O)(=O)O)(F)F.NC1=CC=CC=C1 aniline trifluoromethanesulfonate